C(#N)C1=C(C=C(C=C1)N1C=C(C2=CC=C3C(=C12)CCC3)S(=O)(=O)N)F (4-cyano-3-fluorophenyl)-1,6,7,8-tetrahydrocyclopenta[g]indole-3-sulfonamide